ClC1=C(C=CC=C1)C=1C=CC=C2C=NC(=NC12)N1CCN(CC1)C(=O)OC(C)(C)C tert-Butyl 4-(8-(2-chlorophenyl)quinazolin-2-yl)piperazine-1-carboxylate